3-((R)-N-Methyl-N-(1-methylpyrrolidin-3-yl)sulfamoyl)-1-(1,2,3,5,6,7-hexahydro-s-indacen-4-yl)urea, potassium salt [K].CN(S(=O)(=O)NC(NC1=C2CCCC2=CC=2CCCC12)=O)[C@H]1CN(CC1)C